2-((S)-1-(4-(6-((4-cyano-2-fluorobenzyl)oxy)-4-(trifluoromethyl)pyridin-2-yl)Piperazin-1-yl)ethyl)-3-(((S)-oxetan-2-yl)methyl)-3H-imidazo[4,5-b]pyridine-5-carboxylic acid methyl ester COC(=O)C1=CC=C2C(=N1)N(C(=N2)[C@H](C)N2CCN(CC2)C2=NC(=CC(=C2)C(F)(F)F)OCC2=C(C=C(C=C2)C#N)F)C[C@H]2OCC2